3-[(cycloheptylamino)methyl]-1-({3,4-difluoro-2-[(2-fluoro-4-iodophenyl)amino]Phenyl}carbonyl)azetidin-3-ol C1(CCCCCC1)NCC1(CN(C1)C(=O)C1=C(C(=C(C=C1)F)F)NC1=C(C=C(C=C1)I)F)O